1-[(3-Chlorophenyl)methyl]-N-(6S)-2-cyclopropyl-4-methyl-5-oxo-7,8-dihydro-6H-pyrazolo[1,5-a][1,3]diazepin-6-yl-1,2,4-triazol-3-carboxamid ClC=1C=C(C=CC1)CN1CC=C2N1CC[C@H](C(N2C)=O)C2=NC(=NN2)C(=O)NC2CC2